ClC=1C=C(O[C@H](C(=O)NS(=O)(=O)C)C)C=C(C1CC1=CC(=C(C=C1)O)C1=CC=CC=C1)Cl (2S)-2-[3,5-dichloro-4-[(4-hydroxy-3-phenyl-phenyl)methyl]phenoxy]-N-methylsulfonyl-propanamide